FC1=C(C(=O)NC2=C(C=C(C(=C2)C=2C=NC(=NC2)N2CCOCC2)F)N2C[C@H](N([C@H](C2)C)C)C)C(=CC=C1)C(F)(F)F 2-fluoro-N-[4-fluoro-5-(2-morpholin-4-ylpyrimidin-5-yl)-2-[(3R,5S)-3,4,5-trimethylpiperazin-1-yl]phenyl]-6-(trifluoromethyl)benzamide